N-tetradecyl-α-tridecyl-nitrone 3,3-difluoropropyl-4-methylbenzenesulfonate FC(CCOS(=O)(=O)C1=CC=C(C=C1)C)F.C(CCCCCCCCCCCCC)[N+](=CCCCCCCCCCCCCC)[O-]